Tri-carbonyldichlororuthenium (II) C(=O)=[Ru](Cl)(Cl)(=C=O)=C=O